6-fluoronicotinic acid methylester COC(C1=CN=C(C=C1)F)=O